bis(3-cyclohexyl-6-hydroxyphenyl)-2-hydroxyphenyl-methane C1(CCCCC1)C=1C=C(C(=CC1)O)C(C1=C(C=CC=C1)O)C1=CC(=CC=C1O)C1CCCCC1